ClCC=1OC(=NN1)C1CCCCC1 2-(chloromethyl)-5-cyclohexyl-1,3,4-oxadiazole